ClC1=CC=CC(=N1)N1CCC(CC1)C(C(=O)O)C 2-(1-(6-chloropyridin-2-yl)piperidin-4-yl)propanoic acid